COC1=CC=C(C=C1NC1=NC=CC(=N1)C1=CN(C2=CC=CC=C12)C)C(C(=O)N)=C 4-methoxy-5-[[4-(1-methyl-1H-indol-3-yl)-2-pyrimidinyl]amino]phenyl-2-propenamide